8-[(2S)-3-Methylbutan-2-yl]-2-({(1S)-1-[4-(piperazin-1-yl)phenyl]ethyl}amino)pyrido[2,3-d]pyrimidin-7(8H)-on CC([C@H](C)N1C(C=CC2=C1N=C(N=C2)N[C@@H](C)C2=CC=C(C=C2)N2CCNCC2)=O)C